S1C2=C(C=C1)C=CC(=C2)CC=O 2-(benzo[b]thiophen-6-yl)acetaldehyde